CSC1=CC=C(\C=C\2/CCC=3C=CC(=CC3C2=O)C(=O)O)C=C1 (E)-7-(4-methylthiobenzylidene)-8-oxo-5,6,7,8-tetrahydronaphthalene-2-carboxylic acid